FC=1C=CC(=C(C1)S(=O)(=O)NCC1=CC=C2C=CNC2=C1)C 5-fluoro-N-(1H-indol-6-ylmethyl)-2-methylbenzenesulfonamide